3,4-dihydro-1H-[2,4'-biisoquinolin]-1-one C1(N(CCC2=CC=CC=C12)C1=CN=CC2=CC=CC=C12)=O